N-(2-methoxybenzyl)-2-(2,5-dimethoxy-4-chlorophenyl)ethylamine COC1=C(CNCCC2=C(C=C(C(=C2)OC)Cl)OC)C=CC=C1